N-(5-(4-(2,3-dichlorophenyl)piperazin-1-yl)-5-oxopentyl)-3,4-dimethoxybenzamide ClC1=C(C=CC=C1Cl)N1CCN(CC1)C(CCCCNC(C1=CC(=C(C=C1)OC)OC)=O)=O